NC1=C(C=C(C=N1)NC(C(=O)N1[C@@H](CC[C@H](C1)C)C=1C=NC=2NC(CCC2C1)=O)=O)CC |r| rac-N-(6-amino-5-ethyl-3-pyridyl)-2-[(2S,5R)-5-methyl-2-(7-oxo-6,8-dihydro-5H-1,8-Naphthyridin-3-yl)-1-piperidyl]-2-oxo-acetamide